6-[(1-{(2R)-2-amino-3-[(2-amino-2-oxoethyl)amino]-2-methyl-3-oxopropyl}azetidin-3-yl)oxy]-3-[(1R,2S)-2-boronocyclopropyl]-2-hydroxybenzoic acid N[C@](CN1CC(C1)OC1=CC=C(C(=C1C(=O)O)O)[C@H]1[C@H](C1)B(O)O)(C(=O)NCC(=O)N)C